N-((1-(3-fluorobenzyl)cyclobutyl)methyl)-1-methyl-5-oxo-4,5-dihydro-1H-1,2,4-triazole-3-carboxamide FC=1C=C(CC2(CCC2)CNC(=O)C2=NN(C(N2)=O)C)C=CC1